tert-butyl 1-((3-(((2R,7aR)-7a-(hydroxymethyl)hexahydro-1H-pyrrolizin-2-yl)oxy)propoxy)methyl)-3,8-diazabicyclo[3.2.1]octane-8-carboxylate OC[C@@]12CCCN2C[C@@H](C1)OCCCOCC12CNCC(CC1)N2C(=O)OC(C)(C)C